(R)-3-(1-(3-([1,1'-Biphenyl]-2-ylethynyl)-1H-indazole-5-carbonyl)pyrrolidin-3-yl)-3,4-dihydroquinazolin-2(1H)-one C1(=C(C=CC=C1)C#CC1=NNC2=CC=C(C=C12)C(=O)N1C[C@@H](CC1)N1C(NC2=CC=CC=C2C1)=O)C1=CC=CC=C1